BrC=1C=CC=2N(C[C@@H]3N(C2N1)C[C@@H](C3)N)C3=CC=C(C=C3)C(F)(F)F (6aR,8R)-2-bromo-5-(4-(trifluoromethyl)phenyl)-5,6,6a,7,8,9-hexahydropyrido[3,2-e]pyrrolo[1,2-a]pyrazin-8-amine